BrC=1C=C2C=CC(=CC2=CC1)C(=O)NCCN1CCC(CC1)CC1=CC(=C(C=C1)Cl)Cl 6-bromo-N-(2-(4-(3,4-dichlorobenzyl)piperidin-1-yl)ethyl)-2-naphthamide